FC1=CC(=CC2=C1NC(=N2)CSC2=CC(=NC=C2)C(F)(F)F)NC2=CC=CC=C2 7-Fluoro-N-phenyl-2-(((2-(trifluoromethyl)pyridin-4-yl)thio)methyl)-1H-benzo[d]imidazol-5-amine